6-(2-chlorophenyl)-5-methyl-2-((3-methyl-4-((1S,4S)-5-methyl-2,5-diazabicyclo[2.2.1]hept-2-yl)phenyl)amino)-8-((S)-1-propionylpiperidin-3-yl)pyrido[2,3-d]pyrimidin-7(8H)-one ClC1=C(C=CC=C1)C1=C(C2=C(N=C(N=C2)NC2=CC(=C(C=C2)N2[C@@H]3CN([C@H](C2)C3)C)C)N(C1=O)[C@@H]1CN(CCC1)C(CC)=O)C